FC(C(=O)N(C)C[C@H]1N(CC1)C(=O)OC(C)(C)C)(F)F tert-butyl (2S)-2-[(2,2,2-trifluoro-N-methylacetamido)methyl]azetidine-1-carboxylate